COC(C1=CC(=C(C=C1)NS(=O)(=O)C1=CC=C(C=C1)C1=CN=C(S1)Br)OC)=O.SC(CC(=O)OCCCCOC(CC(C)S)=O)C 1,4-bis(3-mercaptobutyryloxy)Butane methyl-4-((4-(2-bromothiazol-5-yl)phenyl)sulphonamido)-3-methoxybenzoate